N1C(=NC2=C1C=CC=C2)[C@H](CC2=CC=CC=C2)NC(OC(C)(C)C)=O (S)-tert-butyl (1-(1H-benzo[d]imidazol-2-yl)-2-phenylethyl)carbamate